CC1=NN(C(=C1CCC(=O)NCC1=C(C=CC=C1)F)C)C=1C=CC=2N(N1)C(=NN2)C 3-(3,5-dimethyl-1-(3-methyl-[1,2,4]triazolo[4,3-b]pyridazin-6-yl)-1H-pyrazol-4-yl)-N-(2-fluorobenzyl)propanamide